ClC1=CC=C(C=C1)C=1OC2=C(N1)CN(C2)C=2N=C(C1=C(N2)CC[S@]1=O)NC1(CCC1)CO (R)-2-(2-(4-chlorophenyl)-4,6-dihydro-5H-pyrrolo[3,4-d]oxazol-5-yl)-4-((1-(hydroxymethyl)cyclobutyl)amino)-6,7-dihydrothieno[3,2-d]pyrimidine 5-oxide